COC(=O)C1(COC1)C1=CC=C(C=C1)C=1C=NC(=CC1CO)C(F)(F)F 3-(4-(4-(hydroxymethyl)-6-(trifluoromethyl)pyridin-3-yl)phenyl)oxetan-3-carboxylic acid methyl ester